5-bromo-2-((3-chloropropyl)thio)pyridine BrC=1C=CC(=NC1)SCCCCl